4-((2S)-3-(3-(5-chloropyridin-2-yl)-3-(1-(trifluoromethyl)cyclopropyl)propanamido)-2-(dimethylamino)propyl)-2-fluorobenzamide ClC=1C=CC(=NC1)C(CC(=O)NC[C@H](CC1=CC(=C(C(=O)N)C=C1)F)N(C)C)C1(CC1)C(F)(F)F